C1(=CC=CC=C1)C(CCC(=O)O)C.CC(CC1=NC=CN=C1C(C)C)C 2-(2-methylpropyl)-3-(1-methylethyl)pyrazine 4-phenyl-valerate